(5-amino-8-bromoisoquinolin-6-yl)-[7-fluoro-2-(oxan-2-yl)indazol-4-yl]methanone NC1=C2C=CN=CC2=C(C=C1C(=O)C=1C2=CN(N=C2C(=CC1)F)C1OCCCC1)Br